ClC1=CC=C(C(=N1)C#N)O[C@H](C)C=1C=C(C=C2C(C(=C(OC12)C1=CC=2OCCN(C2N=C1)C)C)=O)C 6-Chloro-3-[(1R)-1-[3,6-dimethyl-2-(4-methyl-2,3-dihydropyrido[3,2-b][1,4]oxazin-7-yl)-4-oxo-chromen-8-yl]ethoxy]pyridine-2-carbonitrile